BrC1=C2C=CN(C2=C(C=C1)C(=O)NC1(CC1)C1=CC=C(C(=O)OC)C=C1)CC1=CC=C(C=C1)C(F)(F)F methyl 4-(1-(4-bromo-1-(4-(trifluoromethyl)benzyl)-1H-indole-7-carboxamido)cyclopropyl)benzoate